N1=C(C=CC=C1)N1N=C(C=C1)C=O 1-(Pyridin-2-yl)-1H-pyrazole-3-carbaldehyde